3-oxo-3-(phenylamino)propanoic acid O=C(CC(=O)O)NC1=CC=CC=C1